3-[(3'-fluoro-4-fluorobiphenyl-3-carbonyl)amino]phenoxyacetic acid FC=1C=C(C=CC1)C1=CC(=C(C=C1)F)C(=O)NC=1C=C(OCC(=O)O)C=CC1